13-hydroxytridecyl eicos-11-enoate C(CCCCCCCCCC=CCCCCCCCC)(=O)OCCCCCCCCCCCCCO